tert-butyl (3-fluoro-4-(4-(methoxy(methyl)carbamoyl)cyclohexyl)phenyl)carbamate FC=1C=C(C=CC1C1CCC(CC1)C(N(C)OC)=O)NC(OC(C)(C)C)=O